Triethylene glycol bis[β-(3-tert-butyl-4-hydroxy-5-methylphenyl) propionate] C(C)(C)(C)C=1C=C(C=C(C1O)C)CCC(=O)OCCOCCOCCOC(CCC1=CC(=C(C(=C1)C)O)C(C)(C)C)=O